2,4'-dihydroxy-4-methoxydihydrochalcone COC1=CC(=C(C=C1)CCC(=O)C2=CC=C(C=C2)O)O